tert-butyl 3-[7-(difluoromethyl)-3-(2-hydroxyphenyl)pyrrolo[2,3-c]pyridazin-6-yl]azetidine-1-carboxylate FC(N1C(=CC2=C1N=NC(=C2)C2=C(C=CC=C2)O)C2CN(C2)C(=O)OC(C)(C)C)F